2,4,6-tri(4-(1H-pyrazol-4-yl)phenyl)-1,3,5-triazine N1N=CC(=C1)C1=CC=C(C=C1)C1=NC(=NC(=N1)C1=CC=C(C=C1)C=1C=NNC1)C1=CC=C(C=C1)C=1C=NNC1